4-(allyloxy)benzenesulfonamide tert-butyl-(3R,4R)-4-[[4-[3-(2,6-dioxo-3-piperidyl)-5-fluoro-1-methyl-indazol-6-yl]-1-piperidyl]methyl]-3-methyl-piperidine-1-carboxylate C(C)(C)(C)OC(=O)N1C[C@@H]([C@@H](CC1)CN1CCC(CC1)C1=C(C=C2C(=NN(C2=C1)C)C1C(NC(CC1)=O)=O)F)C.C(C=C)OC1=CC=C(C=C1)S(=O)(=O)N